C(C)C=1C=C(C(=C(C1)CNC)OCCCCCCCCCCCCCCCCCC)CNC 1,1'-(5-ethyl-2-octadecyloxy-1,3-phenylene)-bis(N,N-dimethylamine)